azobis-cumene N(=NC1=C(C=CC=C1)C(C)C)C1=C(C=CC=C1)C(C)C